pentyl propionate (Amyl propionate) C(CCCC)C(C(=O)O)C.C(CC)(=O)OCCCCC